COC1=CC=C(C=C1)/C=C/C[N+]1=C2N(C(C(=C1O)C1=CC=CC=C1)=O)C=CC=C2 (E)-1-(3-(4-methoxyphenyl)allyl)-4-oxo-3-phenyl-4H-pyrido[1,2-a]pyrimidin-1-ium-2-ol